6-[4-[acetyl(methyl)amino]-3-cyano-phenyl]-N-(3-pyridylmethyl)pyridine-3-carboxamide C(C)(=O)N(C1=C(C=C(C=C1)C1=CC=C(C=N1)C(=O)NCC=1C=NC=CC1)C#N)C